C(C1=CC=CC=C1)OC(=O)N1CC2(CC2)C[C@H]1C1=NC(=C2N1C=CN=C2N)I (S)-6-(8-amino-1-iodoimidazo[1,5-a]pyrazin-3-yl)-5-azaspiro[2.4]heptane-5-carboxylic acid benzyl ester